C(CCCCCCC)SC1=NC(=NC(=N1)SCCCCCCCC)NC1=CC(=C(C(=C1)C(C)(C)C)O)C(C)(C)C 4-[(4,6-dioctylthio-1,3,5-triazin-2-yl)amino]-2,6-di-t-butylphenol